BrCC(=O)NCC1=CC=C(C=C1)N=NC1=NN(C=C1)C 2-bromo-N-(4-((1-methyl-1H-pyrazol-3-yl)diazenyl)benzyl)acetamide